ClC1=C(C=CC=C1Cl)N1CCN(CC1)CC[C@@H]1CC[C@H](CC1)NC(CCC)=O N-(trans-4-(2-(4-(2,3-Dichlorophenyl)piperazin-1-yl)ethyl)cyclohexyl)butyramide